O=C(C(CCCCCCO)C(=O)OC)CCCCCCC methyl 9-oxo-oxahexadecane-8-carboxylate